C1C(CC12CC1(CCC1)C2)COC(NCC=2C=C1C(N(CC1=CC2)C2C(NC(CC2)=O)=O)=O)=O dispiro[3.1.36.14]decan-2-ylmethyl((2-(2,6-dioxopiperidin-3-yl)-3-oxoisoindolin-5-yl)methyl)carbamate